bicyclo[1.1.1]pentan-1-yl(3-bromo-6,7-dihydropyrazolo[1,5-a]pyrazin-5(4H)-yl)methanone C12(CC(C1)C2)C(=O)N2CC=1N(CC2)N=CC1Br